ethyl[(3-fluorophenyl)methyl]sulfide C(C)SCC1=CC(=CC=C1)F